O1CCN(CC1)C1=CC=C2C(=N1)C=C(N2)C(=O)N2CCC(CC2)C2=C(C=CC=C2)C(F)(F)F (5-morpholino-1H-pyrrolo[3,2-b]pyridin-2-yl)(4-(2-(trifluoromethyl)phenyl)piperidin-1-yl)methanone